1-(3-oxabicyclo[3.1.0]hexan-1-yl)-2-(4-(6-((4-cyano-2-fluorobenzyl)oxy)pyridin-2-yl)-2,5-difluorobenzyl)-1H-benzo[d]imidazole-6-carboxylic acid C12(COCC2C1)N1C(=NC2=C1C=C(C=C2)C(=O)O)CC2=C(C=C(C(=C2)F)C2=NC(=CC=C2)OCC2=C(C=C(C=C2)C#N)F)F